FC1(C(N(C2=C(N(C1)C(C)C)N=C(N=C2)NC2=CC(=C(C(=O)OC)C=C2C)F)C)=O)F methyl 4-((7,7-difluoro-9-isopropyl-5-methyl-6-oxo-6,7,8,9-tetrahydro-5H-pyrimido[4,5-b][1,4]diazepin-2-yl)amino)-2-fluoro-5-methylbenzoate